FC1=C(OCC2=NC=CC(=N2)O[C@@H]2C[C@@H](N(CC2)CC2=NC3=C(N2C[C@H]2OCC2)C=C(C=C3)CO)C)C=CC(=C1)F (2-(((2S,4S)-4-((2-((2,4-difluorophenoxy)methyl)pyrimidin-4-yl)oxy)-2-methylpiperidin-1-yl)methyl)-1-(((S)-oxetan-2-yl)methyl)-1H-benzo[d]imidazol-6-yl)methanol